5'-O-((2-cyanoethoxy)(5'-O-(4,4'-dimethoxytrityl) thymidine-3'-yl)phosphoryl)thymidine-3'-yl 2-(N-methyl-3,4,5-tris(octadecyloxy)benzamido)acetate CN(C(C1=CC(=C(C(=C1)OCCCCCCCCCCCCCCCCCC)OCCCCCCCCCCCCCCCCCC)OCCCCCCCCCCCCCCCCCC)=O)CC(=O)O[C@@]1(C[C@@H](O[C@@H]1COP(=O)([C@@]1(C[C@@H](O[C@@H]1COC(C1=CC=C(C=C1)OC)(C1=CC=C(C=C1)OC)C1=CC=CC=C1)N1C(=O)NC(=O)C(C)=C1)O)OCCC#N)N1C(=O)NC(=O)C(C)=C1)O